tert-butyl 6-(2-((2-cyclopropyl-5-(methoxycarbonyl)phenyl)sulfonamido)-5-fluoro-4-(methylsulfonyl)phenyl)-3,4-dihydropyridine-1-carboxylate C1(CC1)C1=C(C=C(C=C1)C(=O)OC)S(=O)(=O)NC1=C(C=C(C(=C1)S(=O)(=O)C)F)C1=CCCCN1C(=O)OC(C)(C)C